1-(4-phenoxyphenyl)cyclohexane-1,4-diamine O(C1=CC=CC=C1)C1=CC=C(C=C1)C1(CCC(CC1)N)N